COC1=C(C(=O)O)C=C(C=C1)CNS(=O)(=O)C 2-methoxy-5-(methylsulfonylaminomethyl)benzoic acid